4-hydroxybutanamine OCCCCN